S1C=NC2=C1C=C(C=C2)\C=C/2\C(NC(=N2)NC2=CC=CC=C2)=O (Z)-5-(benzo[d]thiazol-6-ylmethylene)-2-(phenylamino)-3,5-dihydro-4H-imidazol-4-one